ClC1=NC(=C(C(=N1)N)[N+](=O)[O-])OCC1=CC=C(C=C1)C=1N(C=C(N1)C(F)(F)F)C 2-chloro-6-((4-(1-methyl-4-(trifluoromethyl)-1H-imidazol-2-yl)benzyl)oxy)-5-nitropyrimidin-4-amine